C(C)C1=CSC=C1CC 3,4-diethylthiophene